7-((2-(4-(trifluoromethyl)piperidin-1-yl)pyrimidin-5-yl)amino)-2H-benzo[b][1,4]oxazin-3(4H)-one FC(C1CCN(CC1)C1=NC=C(C=N1)NC=1C=CC2=C(OCC(N2)=O)C1)(F)F